N-AMIDINO-L-ASPARTATE C(N)(=N)N[C@@H](CC(=O)[O-])C(=O)[O-]